(4-(4-((3r,5r,7r)-adamantan-1-yl)butyl)piperazin-1-yl)(5-(4-chlorophenyl)-1-(2,4-dichlorophenyl)-4-methyl-1H-pyrazol-3-yl)methanone C12(CC3CC(CC(C1)C3)C2)CCCCN2CCN(CC2)C(=O)C2=NN(C(=C2C)C2=CC=C(C=C2)Cl)C2=C(C=C(C=C2)Cl)Cl